acryloyloxyethyl-trimethyl-ammonium iodide [I-].C(C=C)(=O)OCC[N+](C)(C)C